5-((5-(2-methoxy-6-(morpholin-3-ylmethoxy)phenyl)-1H-pyrazol-3-yl)amino)pyrazine-2-carbonitrile COC1=C(C(=CC=C1)OCC1NCCOC1)C1=CC(=NN1)NC=1N=CC(=NC1)C#N